OC1C(N(CC1)C1CCN(CC1)C1=NC=C(C#N)C=C1)=O 6-(4-(3-hydroxy-2-oxopyrrolidin-1-yl)piperidin-1-yl)nicotinonitrile